2,5-divinylbenzene-1,4-diamine C(=C)C1=C(C=C(C(=C1)N)C=C)N